(3R)-3-(2-methylphenyl)-1-[1-(oxan-4-yl)piperidin-4-yl]piperazine CC1=C(C=CC=C1)[C@@H]1CN(CCN1)C1CCN(CC1)C1CCOCC1